N1-(4-amino-1,3-dihydrofuro[3,4-c]pyridin-7-yl)-N2-(benzo[d]thiazol-5-ylmethyl)-N2-(cyclopropylmethyl)oxalamide NC1=NC=C(C2=C1COC2)NC(C(=O)N(CC2CC2)CC=2C=CC1=C(N=CS1)C2)=O